ethyl 6-chloro-7-[(2S,4S)-2-{[(3-chloropyridin-2-yl) oxy] methyl}-4-fluoropyrrolidin-1-yl]-4-oxo-1-(pyrazin-2-yl)-1,4-dihydroquinoline-3-carboxylate ClC=1C=C2C(C(=CN(C2=CC1N1[C@@H](C[C@@H](C1)F)COC1=NC=CC=C1Cl)C1=NC=CN=C1)C(=O)OCC)=O